N-methyl-2-hydroxyethylglucamine CN(C[C@H](O)[C@@H](O)[C@H](O)[C@H](O)CO)CCO